ClC1=C(C=C(C=C1)NC1=NC=CC(=N1)C1=CC(=NC=C1)C1=CC=C(C=C1)NC(=O)NC)S(=O)(=O)N(CC)CC chloro-N,N-diethyl-5-((4-(2-(4-(3-methylureido)phenyl)pyridin-4-yl)pyrimidin-2-yl)amino)benzenesulfonamide